FC1(CC(CC1)NC1=NC(=NC=C1CO)SC)F (4-((3,3-difluorocyclopentyl)amino)-2-(methylthio)pyrimidin-5-yl)methanol